malonat C(CC(=O)[O-])(=O)[O-]